N3,N3'-(5-amino-3-iminopyridine-2,6(1H,3H)-diylidene)bis{N2-[2-(dimethylamino)ethyl]pyrazolo[1,5-a]pyridine-2,3-diamine} NC1=CC(C(NC1=NC=1C(=NN2C1C=CC=C2)NCCN(C)C)=NC=2C(=NN1C2C=CC=C1)NCCN(C)C)=N